(+/-)-trans-methyl 3-((2-chloro-5-fluoro-6-(1-methyl-1H-pyrazol-4-yl)pyrimidin-4-yl) amino)bicyclo[2.2.2]octane-2-carboxylate ClC1=NC(=C(C(=N1)NC1C(C2CCC1CC2)C(=O)OC)F)C=2C=NN(C2)C